m-phenylenebis(methylene)biscitraconimide C1(=CC(=CC=C1)CCC=1C(=O)NC(C1)=O)CCC=1C(=O)NC(C1)=O